ClC=1C=C(C=2N(N1)C(=CN2)F)[C@@H]2[C@H](C2)C2=CC=C(C=C2)F 6-chloro-3-fluoro-8-[(1S,2S)-2-(4-fluorophenyl)cyclopropyl]imidazo[1,2-b]pyridazine